C(N)(OC1C(C1)(F)F)=O (2,2-difluorocyclopropyl) carbamate